N[C@@]1(C[C@H](CCC1)C(F)(F)F)C(=O)O trans-1-amino-3-(trifluoromethyl)cyclohexane-1-carboxylic acid